5-{[(4-fluorophenyl)methyl](methyl)amino}-1-(furan-3-carbonyl)-3-(1-methanesulfonyl-4-methyl-5-oxopyrrolidin-3-yl)-1H-pyrazole-4-carbonitrile FC1=CC=C(C=C1)CN(C1=C(C(=NN1C(=O)C1=COC=C1)C1CN(C(C1C)=O)S(=O)(=O)C)C#N)C